undecyl-benzenesulfonic acid sodium salt [Na+].C(CCCCCCCCCC)C1=C(C=CC=C1)S(=O)(=O)[O-]